C(C)(C)(C)N1[SiH2]N([SiH2]N([SiH2]1)C(C)(C)C)C(C)(C)C 1,3,5-tris(tert-butyl)cyclotrisilazane